C(C)(C)C1=C(C(=CC=C1)C(C)C)N1C(N(CC1)C1=C(C=CC=C1C(C)C)C(C)C)=[Pd-2](CC=CC1=CC=CC=C1)Cl [1,3-bis(2,6-di-isopropylphenyl)-4,5-dihydroimidazol-2-ylidene]chloro[3-phenylallyl]palladium (II)